N1=CC(=CC=C1)CNN 3-pyridinylmethylhydrazine